ClC=1C(=NC(=NC1)NC1=C(C=C(C=C1)N1CCC(CC1)NC(CCCCCCOC1=C2C(N(C(C2=CC=C1)=O)C1C(NC(CC1)=O)=O)=O)=O)OC)NC1=C(C=CC=C1)P(=O)(C)C N-(1-(4-((5-chloro-4-((2-(dimethylphosphoryl)phenyl)amino)pyrimidin-2-yl)amino)-3-methoxyphenyl)piperidin-4-yl)-7-((2-(2,6-dioxopiperidin-3-yl)-1,3-dioxoisoindolin-4-yl)oxy)heptanamide